(3,4-dihydroxy-5-oxo-2,5-dihydrofuran-2-yl) ethane-1,2-diylbis((2-(4-vinylphenyl) propan-2-yl) carbamate) C(CN(C([O-])=O)C(C)(C)C1=CC=C(C=C1)C=C)N(C(OC1OC(C(=C1O)O)=O)=O)C(C)(C)C1=CC=C(C=C1)C=C